FC([C@H](C1=CC=C(C=C1)[C@@H]1CC(C2=C1C=NC=1N2N=C(C1)F)(C)C)N1C(C2(CC1)CCS(CC2)(=O)=O)=O)(F)F 2-((S)-2,2,2-trifluoro-1-(4-((S)-2-fluoro-8,8-dimethyl-7,8-dihydro-6H-cyclopenta[e]pyrazolo[1,5-a]pyrimidin-6-yl)phenyl)ethyl)-8-thia-2-azaspiro[4.5]decan-1-one 8,8-dioxide